2-(4-aminophenyl)benzo[d]oxazol-6-amine NC1=CC=C(C=C1)C=1OC2=C(N1)C=CC(=C2)N